COC(Cl)Cl 1,1-dichloromethyl methyl ether